(S,E)-N-(5-(3-(1-((5-cyclopropyl-1H-pyrazol-3-yl)amino)-3-methyl-1-oxobutan-2-yl)phenyl)pyridin-2-yl)-4-morpholinobut-2-enamide C1(CC1)C1=CC(=NN1)NC([C@@H](C(C)C)C=1C=C(C=CC1)C=1C=CC(=NC1)NC(\C=C\CN1CCOCC1)=O)=O